ClC1=CC(=C(CNC2=NC=C3CCN(CC3=C2)C(=O)OC(C)(C)C)C=C1)F tert-butyl 7-((4-chloro-2-fluorobenzyl) amino)-3,4-dihydro-2,6-naphthyridine-2(1H)-carboxylate